COC(=O)[C@@H]1C(=C([C@H]1C1=CC=C(C=C1)F)C1=CC=CC=C1)C1SCCCS1 trans-2-(1,3-dithian-2-yl)-4-(4-fluorophenyl)-3-phenylcyclobut-2-ene-1-carboxylic acid methyl ester